N,N'-bis(2,2,6,6-tetramethyl-4-piperidyl)-1,3-benzenedicarboxamide CC1(NC(CC(C1)NC(=O)C1=CC(=CC=C1)C(=O)NC1CC(NC(C1)(C)C)(C)C)(C)C)C